OB1OC2=C([C@@H]3[C@H]1C3)C=CC(=C2C(=O)O)OC2CN(C2)C([C@H]2NC[C@@H](C2)O)=O (1aR,7bS)-2-hydroxy-5-({1-[(4R)-4-hydroxy-L-prolyl]azetidin-3-yl}oxy)-1,1a,2,7b-tetrahydrocyclopropa[c][1,2]benzoxaborinine-4-carboxylic acid